3-(5-ethynyl-2-{[4-(4-methylpiperazin-1-yl)phenyl]amino}pyrido[2,3-d]pyrimidin-7-yl)-1-(pyridin-2-ylmethyl)urea C(#C)C1=CC(=NC=2N=C(N=CC21)NC2=CC=C(C=C2)N2CCN(CC2)C)NC(NCC2=NC=CC=C2)=O